3-[3-(4-Fluoro-benzyl)-3H-imidazo[4,5-c]pyridin-2-yl]-N-((S)-1-phenyl-ethyl)-propionamide FC1=CC=C(CN2C(=NC3=C2C=NC=C3)CCC(=O)N[C@@H](C)C3=CC=CC=C3)C=C1